5-(2-(4-((tert-Butoxycarbonyl)amino)butoxy)ethoxy)pyrido[4,3-c][1,8]naphthyridine-8-carboxylic acid C(C)(C)(C)OC(=O)NCCCCOCCOC1=NC=2N=C(C=CC2C2=C1C=CN=C2)C(=O)O